(S)-2-amino-4-((1-hydroxypentan-2-yl)amino)-6-(2-methyl-4-(pyrrolidin-1-ylmethyl)benzyl)pyrido[4,3-d]pyrimidin-5(6H)-one NC=1N=C(C2=C(N1)C=CN(C2=O)CC2=C(C=C(C=C2)CN2CCCC2)C)N[C@H](CO)CCC